O=C1N(C(C=C1)=O)CCCCCC(=O)NCC(=O)NC(C(=O)O)CC1=CC=CC=C1 2-(2-(6-(2,5-dioxo-1H-pyrrol-1-yl)hexanamido)acetylamino)-3-phenylpropionic acid